N1CC(C1)NC=1C=CC(=C(C1)C(C(=O)N)(CC)N1C=2C(=CC=C1)N=C(N2)SCC2=CC(=C(C(=C2)C)C)C)C (5-(azetidin-3-ylamino)-2-methylphenyl)-2-(2-((3,4,5-trimethylbenzyl)thio)-4H-imidazo[4,5-b]pyridin-4-yl)butanamide